4-(4-((1-(4-((S)-2-(3-Chloro-4-cyanophenyl)-3-methyl-2,8-diazaspiro[4.5]decan-8-yl)benzoyl)piperidin-4-yl)meth-yl)piperazin-1-yl)-N-((S)-2,6-dioxopiperidin-3-yl)benzamide ClC=1C=C(C=CC1C#N)N1CC2(C[C@@H]1C)CCN(CC2)C2=CC=C(C(=O)N1CCC(CC1)CN1CCN(CC1)C1=CC=C(C(=O)N[C@@H]3C(NC(CC3)=O)=O)C=C1)C=C2